C(CCCC[C@@H]1SC[C@@H]2NC(=O)N[C@H]12)(=O)C1C(=O)N(C(C1)=O)O biotinyl-N-hydroxysuccinimide